FC1=CC(=C(C=C1)C1=NC(=CC2=C1CN(C2=O)C2=CC=C(C=C2)C2(CCOCC2)O)C)OCC(F)(F)F 4-[4-fluoro-2-(2,2,2-trifluoroethoxy)phenyl]-2-[4-(4-hydroxyoxan-4-yl)phenyl]-6-methyl-2,3-dihydro-1H-pyrrolo[3,4-c]pyridin-1-one